4-amino-1-methyl-N-(1-oxoisoindolin-2-yl)-N-((5-(trifluoromethyl)pyridin-2-yl)methyl)-1H-pyrazolo[4,3-c]quinoline-8-carboxamide NC1=NC=2C=CC(=CC2C2=C1C=NN2C)C(=O)N(CC2=NC=C(C=C2)C(F)(F)F)N2C(C1=CC=CC=C1C2)=O